1-(((methylazanediyl) bis(propane-3,1-diyl))bis(azanetriyl))tetrapropionate CN(CCCN(CCC(=O)[O-])CCC(=O)[O-])CCCN(CCC(=O)[O-])CCC(=O)[O-]